C(C)(C)(C)OC(=O)N1[C@@H](CC2(CC(C2)(F)F)CC1)C1=CC=C(C=C1)C(=O)OC (S)-2,2-difluoro-6-(4-(methoxycarbonyl)phenyl)-7-azaspiro[3.5]nonane-7-carboxylic acid tert-butyl ester